methyl (2R,3S,3aS,6aS)-3-((N,N-dimethylsulfamoyl)amino)-2-((((1s,4S)-4-(3-fluorophenyl)cyclohexyl)oxy)methyl)hexahydro-1H-furo[3,4-b]pyrrole-1-carboxylate CN(S(=O)(=O)N[C@H]1[C@@H]2[C@H](N([C@H]1COC1CCC(CC1)C1=CC(=CC=C1)F)C(=O)OC)COC2)C